NC1=C2C(=NC=N1)N(N=C2C2=CC=C(C=C2)NC(=O)C2=NN(C=C(C2=O)C2=CC=C(C=C2)F)CCOC)CC(C)C N-(4-(4-amino-1-isobutyl-1H-pyrazolo[3,4-d]pyrimidin-3-yl)phenyl)-5-(4-fluorophenyl)-1-(2-methoxyethyl)-4-oxo-1,4-dihydropyridazine-3-carboxamide